O=C1NC(CCC1N1C(N(C2=C1C=CC=C2C#CCCOC2CCN(CC2)C(=O)OC(C)(C)C)C)=O)=O tert-butyl 4-[4-[1-(2,6-dioxo-3-piperidyl)-3-methyl-2-oxo-benzimidazol-4-yl]but-3-ynoxy]piperidine-1-carboxylate